4-(3-((((1s,3s)-3-aminocyclobutyl)methyl)amino)-1-(4-methoxyphenyl)-1H-pyrazol-5-yl)-2-fluorobenzonitrile NC1CC(C1)CNC1=NN(C(=C1)C1=CC(=C(C#N)C=C1)F)C1=CC=C(C=C1)OC